(1R,3S)-3-(5-((1,1-dioxido-3-oxo-2,3-dihydrobenzo[d]isothiazol-5-yl)amino)-1H-pyrazol-3-yl)cyclopentyl isopropylcarbamate C(C)(C)NC(O[C@H]1C[C@H](CC1)C1=NNC(=C1)NC=1C=CC2=C(C(NS2(=O)=O)=O)C1)=O